2-[[7-(4-chlorophenyl)sulfanyl-2-[2-(trifluoromethyl)phenyl]pyrrolo[3,2-d]pyrimidin-5-yl]methoxy]ethyl-trimethyl-silane ClC1=CC=C(C=C1)SC1=CN(C2=C1N=C(N=C2)C2=C(C=CC=C2)C(F)(F)F)COCC[Si](C)(C)C